COCC(OCC(C)OCCCCC)C dipropylene glycol n-amyl methyl ether